((2r,5s)-2-(benzo[d]thiazol-5-yl)-5-methylpiperidin-1-yl)methanone S1C=NC2=C1C=CC(=C2)[C@@H]2N(C[C@H](CC2)C)C=O